4-[2-[1-[2-[4-[(3R,5R)-5-[(3-Bromo-4-oxo-pyrido[1,2-a]pyrimidin-2-yl)amino]-1-methyl-3-piperidyl]phenoxy]acetyl]-4-piperidyl]ethoxy]-2-(2,6-dioxo-3-piperidyl)isoindoline-1,3-dione BrC1=C(N=C2N(C1=O)C=CC=C2)N[C@@H]2C[C@@H](CN(C2)C)C2=CC=C(OCC(=O)N1CCC(CC1)CCOC1=C3C(N(C(C3=CC=C1)=O)C1C(NC(CC1)=O)=O)=O)C=C2